C(C)(=O)NC1(CNCC1CC=C)C(=O)NC(C)(C)C racemic-(syn)-3-acetamido-4-allyl-N-(tert-butyl)-pyrrolidine-3-carboxamide